ClC1=CC=C(C=N1)OC=1C=NC(=CC1)Cl.[Na] sodium (6-chloro-3-pyridinyl) oxide